methyl 5-(4-((tert-butoxycarbonyl)-L-valyl-L-valyl)piperazine-1-carbonyl)-2-(2-(4-fluorophenyl)butanamido)-4-methylthiophene-3-carboxylate C(C)(C)(C)OC(=O)N[C@@H](C(C)C)C(=O)N[C@@H](C(C)C)C(=O)N1CCN(CC1)C(=O)C1=C(C(=C(S1)NC(C(CC)C1=CC=C(C=C1)F)=O)C(=O)OC)C